C(C=C)(=O)N1C[C@@H]2COC3=C(C(N2CC1)=O)C(=NC(=C3Cl)C3=C(C=CC=C3)F)N3[C@H](CN(CC3)C)C (R)-8-propenoyl-4-chloro-1-((S)-2,4-dimethylpiperazin-1-yl)-3-(2-fluorophenyl)-6,6a,7,8,9,10-hexahydro-12H-pyrazino[2,1-c]pyrido[3,4-f][1,4]oxazepin-12-one